(R)-1'-{1-[4-(3-methanesulfonyloxetan-3-yl)phenoxy]propan-2-yl}-2-oxo-1,2-dihydrospiro[indole-3,4'-piperidine]-5-carbonitrile CS(=O)(=O)C1(COC1)C1=CC=C(OC[C@@H](C)N2CCC3(CC2)C(NC2=CC=C(C=C23)C#N)=O)C=C1